[4,4-diethyl-1-[[3-[(6-fluoro-3-hydroxy-2,2-dimethyl-chroman-4-yl)carbamoyl]phenyl]methyl]-6-oxo-hexahydropyrimidin-2-ylidene]ammonium C(C)C1(NC(N(C(C1)=O)CC1=CC(=CC=C1)C(NC1C(C(OC2=CC=C(C=C12)F)(C)C)O)=O)=[NH2+])CC